C(C(C)C)C1C(CC2N(CCC3=CC(=C(C=C23)OC)OC)C1)=O 3-isobutyl-9,10-dimethoxy-1,3,4,6,7,11b-hexahydro-2H-pyrido[2,1-a]-isochinolin-2-on